5-(3-Cyanophenyl)-2-methyl-N-(3-(piperidin-1-ylmethyl)-1,2,4-thiadiazol-5-yl)furan-3-carboxamide C(#N)C=1C=C(C=CC1)C1=CC(=C(O1)C)C(=O)NC1=NC(=NS1)CN1CCCCC1